7-((adamantan-1-yl)(methyl)amino)-N-(1-(2,6-dioxopiperidin-3-yl)-3-methyl-2-oxo-2,3-dihydro-1H-benzo[d]imidazol-4-yl)heptanamide C12(CC3CC(CC(C1)C3)C2)N(CCCCCCC(=O)NC2=CC=CC=3N(C(N(C32)C)=O)C3C(NC(CC3)=O)=O)C